OC1=C(C(=O)C2=C(C=CC=C2)C(=O)OCCCCCC)C=CC(=C1)N(CC)CC 2-hydroxy-4-diethylamino-2'-hexyloxycarbonyl-benzophenone